FC1=C(C=CC(=C1)OC1=CC(=NC=C1)C1CCN(CC1)C)NC1=NC=NC2=CC(=C(C=C12)NC1CCN(CC1)C(C=C)=O)OC 1-(4-((4-((2-fluoro-4-((2-(1-methylpiperidin-4-yl)pyridin-4-yl)oxy)phenyl)amino)-7-methoxyquinazolin-6-yl)amino)piperidin-1-yl)prop-2-en-1-one